BrC=1C=C2C(N(C(=NC2=CC1)[C@H](CCC)N1CCN(C[C@H](C1)COC)C)CC)=O 6-bromo-3-ethyl-2-((S)-1-((R)-6-(methoxymethyl)-4-methyl-1,4-diazepan-1-yl)butyl)quinazolin-4(3H)-one